α,α-divinyl-γ-valerolactone C(=C)C1(C(=O)OC(C1)C)C=C